[Si].[Ru].N1=C(C=CC=C1)C1=NC=CC=C1 bipyridyl ruthenium silicon